2-iodo-5-methoxy-1-(2,2,2-trifluoroethyl)-1H-indol-4-amine IC=1N(C=2C=CC(=C(C2C1)N)OC)CC(F)(F)F